1-(2,3-dihydrobenzo[b][1,4]dioxin-6-yl)-3-(isoindolin-2-yl)propan-1-ol O1C2=C(OCC1)C=C(C=C2)C(CCN2CC1=CC=CC=C1C2)O